2,4-dimethoxy-N-((1S,2R)-2-methyl-8'-(2-oxopyrrolidin-1-yl)-4'H-spiro[cyclopropane-1,5'-naphtho[2,1-d]isoxazol]-3'-yl)pyridine-3-sulfonamide COC1=NC=CC(=C1S(=O)(=O)NC1=NOC2=C1C[C@]1(C3=CC=C(C=C32)N3C(CCC3)=O)[C@@H](C1)C)OC